(S)-phenyl (tetrahydrofuran-3-yl)carbamate O1C[C@H](CC1)NC(OC1=CC=CC=C1)=O